C1(=CC(=CC=C1)NC([C@H](CCC(=O)N)NC(CS)=O)=O)NC([C@H](CCC(=O)N)NC(CS)=O)=O (2S,2'S)-N1,N1'-(1,3-phenylene)bis(2-(2-mercaptoacetamido)pentanediamide)